6-tert-butyl-2,3-xylenol C(C)(C)(C)C1=CC=C(C(=C1O)C)C